ClC=1C(=C(C(=O)O)C=C(C1)C(C)(C)C1=CC=C(C=C1)O)OCCCl 3-chloro-2-(2-chloroethoxy)-5-(2-(4-hydroxyphenyl)propan-2-yl)benzoic acid